C(CCC)C(CO)CO 2-n-butyl-1,3-propanediol